(3R)-7-cyano-4-oxo-3,5-dihydro-2H-1,5-benzothiazepine-3-Yl-carbamic acid tert-butyl ester C(C)(C)(C)OC(N[C@H]1CSC2=C(NC1=O)C=C(C=C2)C#N)=O